1,3-diallyl-N-(4-(2-amino-3-(3-(1-methylpiperidin-4-yl)prop-1-ynyl)pyridin-4-yloxy)-3-fluorophenyl)-2,4-dioxo-1,2,3,4-tetrahydropyrimidine-5-carboxamide C(C=C)N1C(N(C(C(=C1)C(=O)NC1=CC(=C(C=C1)OC1=C(C(=NC=C1)N)C#CCC1CCN(CC1)C)F)=O)CC=C)=O